(2,5-dimethylfuran-3-yl)[(4E)-4-{3-[3-(hydroxymethyl)phenyl]prop-2-yn-1-ylidene}-3,3-dimethylpiperidin-1-yl]methanone CC=1OC(=CC1C(=O)N1CC(/C(/CC1)=C/C#CC1=CC(=CC=C1)CO)(C)C)C